tert-butyl 7-(1-(3-amino-6-chloropyridazin-4-yl)-1H-pyrazol-4-yl)-3-oxa-7,9-diazabicyclo[3.3.1]nonane-9-carboxylate NC=1N=NC(=CC1N1N=CC(=C1)N1CC2COCC(C1)N2C(=O)OC(C)(C)C)Cl